COC=1C=C(C=CC1OC)N1N=CC=2C(C1=O)=C(N(C2C)C2=CC(=CC=C2)OC)C 2-(3,4-dimethoxyphenyl)-6-(3-methoxyphenyl)-5,7-dimethyl-2,6-dihydro-1H-pyrrolo[3,4-d]pyridazin-1-one